2-(cyanomethyl)-4-((S)-5-fluoro-2'-(methylthio)-3,4,5',8'-tetrahydro-1H,6'H-spiro[naphthalene-2,7'-quinazoline]-4'-yl)piperazine-1-carboxylic acid tert-butyl ester C(C)(C)(C)OC(=O)N1C(CN(CC1)C1=NC(=NC=2C[C@]3(CCC12)CC1=CC=CC(=C1CC3)F)SC)CC#N